[Y].[Mg].[Cu] copper magnesium yttrium